rel-2-[(3R)-3-(2,2-difluoroethyl)piperazin-1-yl]-4-ethoxy-N-{8-fluoro-2-methylimidazo[1,2-a]pyridin-6-yl}pyrimidine-5-carboxamide hydrochloride Cl.FC(C[C@@H]1CN(CCN1)C1=NC=C(C(=N1)OCC)C(=O)NC=1C=C(C=2N(C1)C=C(N2)C)F)F |o1:4|